ClC1=C(/C=C/S(=O)(=N)C2=NC=CC=C2F)C=CC=C1 (E)-(2-chlorostyryl)(3-fluoropyridin-2-yl)(imino)-lambda6-sulfanone